(1,3-dimethyl-1H-inden-2-yl)(4,7-dimethyl-2-phenyl-1H-inden-1-yl)dimethylsilane CC1C(=C(C2=CC=CC=C12)C)[Si](C)(C)C1C(=CC2=C(C=CC(=C12)C)C)C1=CC=CC=C1